nonacarbonyl-iron C(=O)=[Fe](=C=O)(=C=O)(=C=O)(=C=O)(=C=O)(=C=O)(=C=O)=C=O